(1S,5R)-2-oxo-9-azabicyclo[3.3.1]nonane-3,9-dicarboxylic acid 9-(tert-butyl) 3-ethyl ester C(C)OC(=O)C1C([C@@H]2CCC[C@H](C1)N2C(=O)OC(C)(C)C)=O